N-(1-(2,5-dichlorophenyl)-1H-pyrazol-5-yl)pyrazolo[1,5-a]pyrimidine-3-carboxamide ClC1=C(C=C(C=C1)Cl)N1N=CC=C1NC(=O)C=1C=NN2C1N=CC=C2